N-(4-cyclopropylphenyl)-6-(4-(trifluoromethyl)phenyl)pyrazine-2-carboxamide C1(CC1)C1=CC=C(C=C1)NC(=O)C1=NC(=CN=C1)C1=CC=C(C=C1)C(F)(F)F